C(#C)C=1C=CC=2N(C1)N=CC2 6-ethynylpyrazolo[1,5-a]pyridine